[O-2].[Mn+2].[As+3] arsenic-manganese oxide